The molecule is pentaanion of (R)-methylmalonyl-CoA arising from deprotonation of phosphate, diphosphate and carboxylic acid functions. It has a role as a human metabolite. It is a conjugate base of a (R)-methylmalonyl-CoA. C[C@H](C(=O)[O-])C(=O)SCCNC(=O)CCNC(=O)[C@@H](C(C)(C)COP(=O)([O-])OP(=O)([O-])OC[C@@H]1[C@H]([C@H]([C@@H](O1)N2C=NC3=C(N=CN=C32)N)O)OP(=O)([O-])[O-])O